((3-bromoquinolin-6-yl)methyl)-6-phenylpyridazin-3(2H)-one BrC=1C=NC2=CC=C(C=C2C1)CN1N=C(C=CC1=O)C1=CC=CC=C1